ClC1=NCC(C(=C1)C1CC1)=O 2-chloro-4-cyclopropyl-5-oxo-5,6-dihydropyridin